3-[5,5-dimethyl-7-oxo-6H-pyrrolo[3,4-b]pyridin-3-yl]-1H-indole-7-carbonitrile CC1(NC(C2=NC=C(C=C21)C2=CNC1=C(C=CC=C21)C#N)=O)C